1-oxo-1-phospha-2,6,7-trioxabicyclo[2.2.2]octane O=P12OCC(CO1)CO2